Cl.CO[C@@H]1C[C@H](NC1)C(=O)N[C@@H](C)C1=CC=C(C=C1)C1=C(N=CS1)C (2S,4R)-4-methoxy-N-((S)-1-(4-(4-methylthiazol-5-yl)phenyl)ethyl)pyrrolidine-2-carboxamide hydrochloride